CC1=C(C(=CC=C1C)O)CC1=CC=CC=C1 methyl-benzyl-p-cresol